ClC=1C=CC(=C(C1)N1N=C(C=2C=NC(=CC21)C=2C=NN1C2N=CC=C1)N(C)C)OC 1-(5-chloro-2-methoxyphenyl)-N,N-dimethyl-6-(pyrazolo[1,5-a]pyrimidin-3-yl)-1H-pyrazolo[4,3-c]pyridin-3-amine